C(C)OC(=O)N1CC2(C1)C[C@@H](CC2)N2CCN(CC2)C2=NC(=C(C=C2C2=NC=CN=C2)OCC2=CC=CC=C2)[N+](=O)[O-].C(C#CC)(=O)NC2=CC=C(C=C2)CCC(=O)N 3-{[4-(2-butynamido)]phenyl}propionamide ethyl-(R)-6-(4-(5-(benzyloxy)-6-nitro-3-(pyrazin-2-yl)pyridin-2-yl)piperazin-1-yl)-2-azaspiro[3.4]octane-2-carboxylate